O1N=C(N=C1)C=O 1,2,4-oxadiazole-3-carbaldehyde